1-(6-fluoro-4-(4-fluorophenyl)-3,4-dihydroquinoxaline-1(2H)-yl)-3-(1H-imidazol-1-yl)propan-1-one FC=1C=C2N(CCN(C2=CC1)C(CCN1C=NC=C1)=O)C1=CC=C(C=C1)F